(R,E)-N-((8-bromo-6-(fluoromethyl)imidazo[1,2-a]pyridin-2-yl)methylene)-2-methylpropane-2-sulfinamide BrC=1C=2N(C=C(C1)CF)C=C(N2)\C=N\[S@](=O)C(C)(C)C